(3,5-bis(benzyloxy)-4-hydroxyphenoxy)-3-phenylacrylic acid C(C1=CC=CC=C1)OC=1C=C(OC(C(=O)O)=CC2=CC=CC=C2)C=C(C1O)OCC1=CC=CC=C1